BrC=1C=C(C2=C(N(C=N2)COCC[Si](C)(C)C)C1)F 2-[(6-bromo-4-fluoro-benzoimidazol-1-yl)methoxy]ethyl-trimethyl-silane